COC1=CC=C(C=C1)C(OCC1(CN(C1)C(CCCCCNC(OCC1C2=CC=CC=C2C=2C=CC=CC12)=O)=O)CO)(C1=CC=CC=C1)C1=CC=C(C=C1)OC (9H-fluoren-9-yl)methyl (6-(3-((bis(4-methoxyphenyl)(phenyl)methoxy)methyl)-3-(hydroxymethyl)azetidin-1-yl)-6-oxohexyl)carbamate